C(C1=CC=CC=C1)S1(NCC2=C1C=CC(=C2)N=CN(C)CC)[O-] N'-(1-benzyl-1-oxido-3H-1λ4-benzo[d]isothiazol-5-yl)-N-ethyl-N-methylformimidamide